[1,2,4]triazolo[1,5-a]pyridine-7-carboxylic acid N=1C=NN2C1C=C(C=C2)C(=O)O